C(C)C1=C(NC2=CC=C(C=C12)CNC(=O)C1CCN(CC1)C)C1=CC(=NC=C1)C N-((3-Ethyl-2-(2-methylpyridin-4-yl)-1H-indol-5-yl)methyl)-1-methylpiperidin-4-carboxamid